8-bromo-3-methylxanthine BrC1=NC=2N(C(NC(C2N1)=O)=O)C